2-(((4-(1,2,2-triphenylvinyl)phenyl)imino)methyl)quinoline-8-ol C1(=CC=CC=C1)C(=C(C1=CC=CC=C1)C1=CC=CC=C1)C1=CC=C(C=C1)N=CC1=NC2=C(C=CC=C2C=C1)O